C(C)(C)(C)OC(=O)N1CC2=C(C(=NC=C2CC1)Cl)C 7-chloro-8-methyl-3,4-dihydro-2,6-naphthyridine-2(1H)-carboxylic acid tert-butyl ester